C(=CC)C1=C(N=C(S1)CC=O)C=C 2-(5-(prop-1-en-1-yl)-4-vinylthiazol-2-yl)ethanone